Iodomethyl Dodecanate C(CCCCCCCCCCC)(=O)OCI